tert-butyl 4-((3R)-l-1-(5-chloro-2,4-difluorophenyl)-3-methoxy-6-oxo-10-(trifluoromethyl)-3,4-dihydro-2H,6H-[1,4]thiazepino[2,3,4-ij]quinazolin-8-yl)piperazine-1-carboxylate ClC=1C(=CC(=C(C1)S1C[C@@H](CN2C(N=C(C3=CC(=CC1=C23)C(F)(F)F)N2CCN(CC2)C(=O)OC(C)(C)C)=O)OC)F)F